FC1=CC=C(C=C1)C1N(CCC2=CC=CC=C12)C(=O)NC1CN(CC12CC2)C 1-(4-fluorophenyl)-N-(5-methyl-5-azaspiro[2.4]hept-7-yl)-3,4-dihydroisoquinoline-2(1H)-carboxamide